4-hydroxyphenyl-2-propanone OC1=CC=C(C=C1)CC(C)=O